NCC(CC1=CC=CC=C1)NC(=O)C=1N=CN(C1)C1=CC(=NC=C1C)NC1=CC2=C(OC(O2)(F)F)C=C1 N-(1-amino-3-phenylpropan-2-yl)-1-(2-((2,2-di-fluorobenzo[d][1,3]dioxol-5-yl)amino)-5-methylpyridin-4-yl)-1H-imidazole-4-carboxamide